ClC=1C=C(C=C(C1)Cl)\C=N\[C@@H](CO)C(C)(C)C (2R)-2-[(E)-(3,5-dichlorophenyl)methyleneamino]-3,3-dimethyl-butan-1-ol